1,1-dichlorosilacyclobutane Cl[Si]1(CCC1)Cl